O1N=CC(=C1)C=1C=2N(C=C(N1)C)C=C(N2)NC(OC(C)(C)C)=O tert-butyl N-(8-isoxazol-4-yl-6-methyl-imidazo[1,2-a]pyrazin-2-yl)carbamate